N-(2,3-dihydroxypropyl)-4-(2-(2-methyltetrazol-5-yl)pyridin-5-yl)-3-fluoroaniline OC(CNC1=CC(=C(C=C1)C=1C=CC(=NC1)C=1N=NN(N1)C)F)CO